N1(CCNCC1)C(=O)C1=CC=C(C=C1)N1N=NC(=C1)C=1C(NC2=CC(=CC=C2C1)C(F)(F)F)=O 3-{1-[4-(piperazine-1-carbonyl)-phenyl]-1H-[1,2,3]triazol-4-yl}-7-trifluoromethyl-1H-quinolin-2-one